manganese-iron-zinc [Zn].[Fe].[Mn]